3-[2-amino-2-(2-methylphenyl)ethoxy]propanoic acid hydrochloride Cl.NC(COCCC(=O)O)C1=C(C=CC=C1)C